4-((6-bromo-4-(((2S,6R)-2,6-dimethylmorpholino)methyl)pyridin-2-yl)amino)bicyclo[2.2.2]octane BrC1=CC(=CC(=N1)NC12CCC(CC1)CC2)CN2C[C@@H](O[C@@H](C2)C)C